ClC=1C(N(C(=CC1OCC1=NC=C(C=C1F)F)C)C1=CC(=NC=C1C)C(\C=C\N(C)C)=O)=O (E)-3-chloro-4-((3,5-difluoropyridin-2-yl)methoxy)-2'-(3-(dimethylamino)acryloyl)-5',6-dimethyl-2H-[1,4'-bipyridyl]-2-one